FC(C(=C)C=1N=C2N(N=CC=C2)C1)(F)F (3,3,3-trifluoroprop-1-en-2-yl)imidazo[1,2-b]pyridazine